CC1([C@@H]([C@H](CCC1)C)CCC(O)CCC)C (1R,6S)-2,2,6-trimethyl-α-propylcyclohexanepropanol